(S)-N-methyl-N-((4-methyl-4H-1,2,4-triazol-3-yl)(3-(6-(((1-methylcyclobutyl)amino)-methyl)-1-oxo-4-(trifluoromethyl)isoindolin-2-yl)phenyl)methyl)acetamide CN(C(C)=O)[C@@H](C1=CC(=CC=C1)N1C(C2=CC(=CC(=C2C1)C(F)(F)F)CNC1(CCC1)C)=O)C1=NN=CN1C